FC(C(=O)N=C(NC1=NC2=CC=CC=C2C(=N1)C)NC1CCN(CC1)C)(F)F 2,2,2-Trifluoro-N-(((1-methylpiperidin-4-yl)amino)((4-methylquinazolin-2-yl)amino)methylene)acetamide